1,1-diphenylthiodisilane C1(=CC=CC=C1)S[SiH]([SiH3])SC1=CC=CC=C1